FC=1C=C(NC2=CC=CC(=N2)S(=O)(=O)NC(=O)C=2C(=NC=CC2)N2C(CC(C2)C)(C)C)C=C(C1)F N-[[6-(3,5-Difluoroanilino)-2-pyridyl]sulfonyl]-2-(2,2,4-trimethylpyrrolidin-1-yl)pyridin-3-carboxamid